CC(CC)CC 3-METHYLPENTANE